BrC1=CC=C(C=C1)C(OC)OC bromo-4-(dimethoxymethyl)benzene